O=C1N(CCNC1)CCNC(N)=O 3-(2-(2-oxopiperazin-1-yl)ethyl)urea